F[C@H]1CN2CCCC2C1 (6R)-6-fluorohexahydro-1H-pyrrolizin